rel-tert-Butyl N-[3-ethyl-5-[[2-[(2S,5R)-2-(6-isoquinolyl)-5-methyl-1-piperidyl]-2-oxo-acetyl]amino]-2-pyridyl]carbamate C(C)C=1C(=NC=C(C1)NC(C(=O)N1[C@@H](CC[C@H](C1)C)C=1C=C2C=CN=CC2=CC1)=O)NC(OC(C)(C)C)=O |o1:13,16|